C(C)(=O)N[C@@H](CSSC[C@@H](C(=O)O)N)C(=O)O N-Acetyl-L-Cystin